C(C=C)(=O)OC1=CC(=C(C=C1)C1=NC(=NC(=N1)C1=CC=CC=C1)C1=CC=CC=C1)O 4-(4,6-diphenyl-1,3,5-triazin-2-yl)-3-hydroxyphenyl acrylate